FC1=CC=C(C=C1)C1SCC(N1C1=C(C=C(C(=O)OCCOCCOCC2NCCC2)C=C1)C)=O 2-[2-(Pyrrolidin-2-ylmethoxy)ethoxy]ethyl 4-[2-(4-fluorophenyl)-4-oxo-1,3-thiazolidin-3-yl]-3-methylbenzoate